3-(5-((3-(4-(2-((3r,5r,7r)-adamantan-1-yl)ethyl)piperazin-1-yl)propyl)thio)-2-Methyl-4-oxoquinazolin-3(4H)-yl)piperidine-2,6-dione C12(CC3CC(CC(C1)C3)C2)CCN2CCN(CC2)CCCSC2=C3C(N(C(=NC3=CC=C2)C)C2C(NC(CC2)=O)=O)=O